(3S)-1,1-dihydroxymethyl-tetrahydro-β-carboline-3-carboxylic acid benzyl ester C(C1=CC=CC=C1)OC(=O)[C@H]1NC(C2=NC3=CC=CC=C3C2C1)(CO)CO